C1(CC1)COC=1C2=C(N(N=C2C=C(C1)C=1C=NN(C1)C)C)C1=CC(=C(C(=C1)OC)C(=O)N1CC(C1)(C(F)(F)F)O)OC(F)F [4-[4-(cyclopropylmethoxy)-2-methyl-6-(1-methylpyrazol-4-yl)indazol-3-yl]-2-(difluoromethoxy)-6-methoxyphenyl]-[3-hydroxy-3-(trifluoromethyl)azetidin-1-yl]methanone